Cl.NC1=C(CN(C2CC=C(CC2)[S-])C)C=C(C=C1Br)Br trans-4-[(2-amino-3,5-dibromobenzyl)-methyl-amino]Cyclohexenothiolate hydrochloride